quinoline-7-carboxylic acid (1R,2R)-cyclohexanediamine salt C1(CCCCC1)(N)N.N1=CC=CC2=CC=C(C=C12)C(=O)O